tert-Butyl (4-(1-bromo-8-chloro-3-isopropylimidazo[1,5-a]pyrazin-5-yl)cyclohex-3-en-1-yl)carbamate BrC=1N=C(N2C1C(=NC=C2C2=CCC(CC2)NC(OC(C)(C)C)=O)Cl)C(C)C